C(C)(C)(C)NC(=O)C1=CC=C(C=C1)C1=C2CN(C(C2=CC=C1)=O)C(C(=O)NC(C(=O)OC)=C)=C Methyl 2-(2-(4-(4-(tert-butylcarbamoyl)phenyl)-1-oxoisoindolin-2-yl)acrylamido)acrylate